ClC=1C=C(C=NC1N1N=CC=N1)NC(=O)N1C[C@](C2=C1C=NC=1N2N=CC1F)(C(F)(F)F)C (R)-N-(5-chloro-6-(2H-1,2,3-triazol-2-yl)pyridin-3-yl)-3-fluoro-8-methyl-8-(trifluoromethyl)-7,8-dihydro-6H-pyrazolo[1,5-a]pyrrolo[2,3-e]pyrimidine-6-carboxamide